3-methyl-1H-pyrazol-5-amine CC1=NNC(=C1)N